OC(CC(CCCC(CCC=O)C)C)C 10-hydroxy-4,8-dimethylundecanal